Scandium acetat C(C)(=O)[O-].[Sc+3].C(C)(=O)[O-].C(C)(=O)[O-]